stearyl montanoate C(CCCCCCCCCCCCCCCCCCCCCCCCCCC)(=O)OCCCCCCCCCCCCCCCCCC